FC(CN1C(=NC2=NC=C(C=C21)C2=CNC=1N=C(N=CC12)NC1CCC2(OCCO2)CC1)C)F 5-(1-(2,2-difluoroethyl)-2-methyl-1H-imidazo[4,5-b]pyridin-6-yl)-N-(1,4-dioxaspiro[4.5]decan-8-yl)-7H-pyrrolo[2,3-d]pyrimidin-2-amine